5-methylaminomethyl-uridine CNCC=1C(NC(N([C@H]2[C@H](O)[C@H](O)[C@@H](CO)O2)C1)=O)=O